6-amino-2-butoxy-9-((6-(piperazin-1-yl)pyridin-3-yl)methyl)-9H-purin-8-ol NC1=C2N=C(N(C2=NC(=N1)OCCCC)CC=1C=NC(=CC1)N1CCNCC1)O